N1=C(C=CC=C1)N Pyridyl-amine